C(C)(C)N([C@@H](C)C(=O)O)P(=O)(COC1=C(C=CC=C1)C)OC1=CC=CC=C1 isopropyl-(phenoxy((tolyloxy)methyl)phosphoryl)alanine